FC1=CC=C(C=C1)C1=C(C(C=2C=NC=3C=CC=CC3C21)=O)C(F)(F)F 1-(4-fluorophenyl)-2-(trifluoromethyl)-3H-cyclopenta[c]quinolin-3-one